C(C(O)CO)C(C(=O)O)=CC1=CC=CC=C1 glyceryl-cinnamic acid